3-Bromo-1-(1,1,1-trifluoropropan-2-yl)-1H-pyrazolo[3,4-d]pyrimidin-4-ylamine BrC1=NN(C2=NC=NC(=C21)N)C(C(F)(F)F)C